C[Si]1(CCC(CC1)NC(=O)C1=CC=2C(=CN=C(C2OC)C(F)(F)F)N1)C N-(1,1-dimethylsilinan-4-yl)-4-methoxy-5-(trifluoromethyl)-1H-pyrrolo[2,3-c]pyridine-2-carboxamide